9-(2-(1H-1,2,4-triazol-1-yl)ethyl)-1-methyl-9H-pyrido[3,4-b]indol-7-ol N1(N=CN=C1)CCN1C2=C(C3=CC=C(C=C13)O)C=CN=C2C